tert-Butyl-(3R,4S)-4-(4-fluorophenyl)-N-(isoquinolin-5-yl)pyrrolidine-3-carboxamide C(C)(C)(C)N1C[C@@H]([C@H](C1)C1=CC=C(C=C1)F)C(=O)NC1=C2C=CN=CC2=CC=C1